C(C1=CC=CC=C1)N1C2CC(CC1CCC2)O (3r)-9-benzyl-9-azabicyclo[3.3.1]-3-nonanol